C[C@@]12[C@@](OB(O1)C=1C(=CC(=C(C1)C1=CC=C3C(=CN=NC3=C1)N)C=1SC=CN1)OC)(CCC2)C 7-{5-[(3AR,6AS)-3A,6A-DIMETHYL-HEXAHYDROCYCLOPENTA[D][1,3,2]DIOXABOROL-2-YL]-4-METHOXY-2-(1,3-THIAZOL-2-YL)PHENYL}CINNOLIN-4-AMINE